NC(C(=O)NC1=C(C(=C(C=C1)Cl)Cl)C(C1=C(C(=CC=C1F)OC)F)=O)C 2-amino-N-[3,4-dichloro-2-(2,6-difluoro-3-methoxy-benzoyl)phenyl]propanamide